5-(3-(3-cyclopentyl-2-oxoimidazolin-1-yl)piperidin-1-yl)-3-((2-fluoro-4-(piperidine-4-yl)phenyl)amino)pyrazine-2-carboxamide C1(CCCC1)N1C(N(CC1)C1CN(CCC1)C=1N=C(C(=NC1)C(=O)N)NC1=C(C=C(C=C1)C1CCNCC1)F)=O